2-(7-(3-fluoropropyloxy)-4-isopropyl-1-oxopyrrolo[1,2-d][1,2,4]triazin-2(1H)-yl)-N-(pyrimidin-4-yl)acetamide FCCCOC=1C=C2N(C(=NN(C2=O)CC(=O)NC2=NC=NC=C2)C(C)C)C1